FC(C(C(C(C(C(C(F)(F)F)(F)F)(F)F)(F)F)(F)F)(F)F)(CCCCCCCCCCCCCCCCCCCCCCC)F pentadecafluorotriacontane